OCC1=CN=C(S1)C(=O)N1CCC2=C(C=CC=C12)C1=CC(=CC=C1)O [5-(hydroxymethyl)thiazole-2-yl][4-(3-hydroxyphenyl)indolin-1-yl]methanone